O=S1(CC(C=C1)NC(=O)C=1C(NC(=CC1)C#CC(C)C)=O)=O N-(1,1-dioxido-2,3-dihydrothiophen-3-yl)-6-(3-methylbut-1-yn-1-yl)-2-oxo-1,2-dihydropyridine-3-carboxamide